4'-carboxyl-(1,1'-biphenyl) C(=O)(O)C1=CC=C(C=C1)C1=CC=CC=C1